(6-chloro-5-fluoro-3,3,8-trimethyl-3,4-dihydro-1H-quinoxalin-(2E)-ylidene)-hydrazine ClC=1C(=C2NC(/C(/NC2=C(C1)C)=N\N)(C)C)F